tert-butyl 2-(chloromethyl)-4-methyl-1H-indole-1-carboxylate ClCC=1N(C2=CC=CC(=C2C1)C)C(=O)OC(C)(C)C